tert-butyl (2S,3S)-3-((tert-butyldiphenylsilyl)oxy)-2-(methoxy(methyl)carbamoyl)pyrrolidine-1-carboxylate [Si](C1=CC=CC=C1)(C1=CC=CC=C1)(C(C)(C)C)O[C@@H]1[C@H](N(CC1)C(=O)OC(C)(C)C)C(N(C)OC)=O